2-(1H-imidazol-1-yl-d3)-6-methylpyrimidine-4-carboxylic acid ethyl ester C(C)OC(=O)C1=NC(=NC(=C1)C)N1C(=NC(=C1[2H])[2H])[2H]